ethyl decadienoate (ethyl decadienoate) C(C)C(C(=O)O)=CC=CCCCCC.C(C=CC=CCCCCC)(=O)OCC